CC1(C(CCCC1)O)O 1-methyl-1,2-cyclohexanediol